FC1=CC=2N(C=C1C1CCN(CC1)S(=O)(=O)C1=CN=C3N1CCCC3)N=CN2 7-fluoro-6-(1-((5,6,7,8-tetrahydroimidazo[1,2-a]pyridin-3-yl)sulfonyl)piperidin-4-yl)-[1,2,4]triazolo[1,5-a]pyridine